1-((2R,5S)-4-(6-chloro-7-(3-cyclopropyl-5-methyl-1H-indazol-4-yl)-8-fluoro-2-(((S)-4-methylmorpholin-2-yl)methoxy)quinazolin-4-yl)-2,5-dimethylpiperazin-1-yl)prop-2-en-1-one ClC=1C=C2C(=NC(=NC2=C(C1C1=C2C(=NNC2=CC=C1C)C1CC1)F)OC[C@@H]1CN(CCO1)C)N1C[C@H](N(C[C@@H]1C)C(C=C)=O)C